2-(4-(((6-(4,4-difluoro-2-(2-fluoro-4-(trifluoromethyl)phenyl)pyrrolidin-1-yl)-5-fluoropyrimidin-4-yl)amino)methyl)-3-fluoropiperidin-1-yl)acetamide FC1(CC(N(C1)C1=C(C(=NC=N1)NCC1C(CN(CC1)CC(=O)N)F)F)C1=C(C=C(C=C1)C(F)(F)F)F)F